3-hexylnonyl 6-(4-(decyloxy)-4-oxobutyl)(((S)-2-hydroxypropyl)amino)hexanoate C(CCCCCCCCC)OC(CCCCCCCC(C(=O)OCCC(CCCCCC)CCCCCC)NC[C@H](C)O)=O